ClC1=CC=C(C(=N1)N1N=C(C=C1C)C)C(C)=O 1-[6-chloro-2-(3,5-dimethylpyrazol-1-yl)-3-pyridinyl]ethanone